O[C@@H](CC)C1=CC(=C(C=N1)C=1C(=NC2=CC(=NC=C2C1)NC(=O)C1CC1)N1N=CC=C1)C N-(3-{6-[(1S)-1-hydroxypropyl]-4-methylpyridin-3-yl}-2-(pyrazol-1-yl)-1,6-naphthyridin-7-yl)cyclopropane-1-carboxamide